O1CC=CN=CN=NC=CN=CC=CC=C1 oxa[5,7,8,11]tetraazacyclohexadecine